NC1=NC=CC=C1C1=NC=2C(=NC(=CC2)C2=CC=CC=C2)N1C=1C=CC(=NC1C)NC1CCC(CC1)C(=O)O 4-((5-(2-(2-aminopyridin-3-yl)-5-phenyl-3H-imidazo[4,5-b]pyridin-3-yl)-6-methylpyridin-2-yl)amino)cyclohexane-1-carboxylic acid